N1=C(C=CC=C1)C(=O)OC1=CC(=CC(=C1)C(F)(F)F)C(F)(F)F 2-[3',5'-bis(trifluoromethyl) phenyl] picolinate